C[C@@H]1CN(C[C@H]2N1CCNC2)C2=C1C=CC(=NC1=C(C=C2)C#N)[2H] 5-[(4R,9aS)-4-methyl-1,3,4,6,7,8,9,9a-octahydropyrazino[1,2-a]pyrazin-2-yl]-2-deuterio-quinoline-8-carbonitrile